N-(benzothiophen-2-ylmethyl)-N-isopropyl-4-methyl-2-(2,4,5-trifluoro-3-hydroxyphenyl)thiazole-5-carboxamide S1C(=CC2=C1C=CC=C2)CN(C(=O)C2=C(N=C(S2)C2=C(C(=C(C(=C2)F)F)O)F)C)C(C)C